C(C)(C)SC1=CC(=C(CC(N)C)C=C1OC)OC 4-isopropylthio-2,5-dimethoxy-amphetamine